iron-cobalt-manganese [Mn].[Co].[Fe]